COC1=C(C(=O)NC2=CC(=CC=C2)S(NC2=C(C=CC=C2)OC)(=O)=O)C=CC=N1 2-methoxy-N-(3-(N-(2-methoxyphenyl)sulfamoyl)phenyl)nicotinamide